(1R,2S,5S)-N-{(2S)-4-(2,4-Difluorophenoxy)-3-oxo-1-[(3S)-2-oxopyrrolidin-3-yl]butan-2-yl}-6,6-dimethyl-3-{N-[(trifluoromethyl)sulfonyl]-L-valyl}-3-azabicyclo[3.1.0]hexane-2-carboxamide FC1=C(OCC([C@H](C[C@H]2C(NCC2)=O)NC(=O)[C@@H]2[C@H]3C([C@H]3CN2C([C@@H](NS(=O)(=O)C(F)(F)F)C(C)C)=O)(C)C)=O)C=CC(=C1)F